8,8-Difluoro-5-((1-(1-methyl-1H-pyrazol-4-yl)-1H-indazol-6-yl)amino)-5,6,7,8-tetrahydronaphthalene-2-carbonitrile FC1(CCC(C=2C=CC(=CC12)C#N)NC1=CC=C2C=NN(C2=C1)C=1C=NN(C1)C)F